C(CCCCCCCC(=O)OCCC)(=O)OCC(COC(CC(CCCCC)CCCCC)=O)(COC(CC(CCCCC)CCCCC)=O)COC(CCCN(C)C)=O 2-({[4-(Dimethylamino)butanoyl]oxy}methyl)-3-[(3-pentyloctanoyl)oxy]-2-{[(3-pentyloctanoyl)oxy]methyl}propyl propyl nonanedioate